7-Diethylamino-3-(4-methyl-thiazol-2-yl)-chromen-2-one C(C)N(C1=CC=C2C=C(C(OC2=C1)=O)C=1SC=C(N1)C)CC